O[C@@H]([C@](N)(C)C(=O)O)C (2R,3R)-3-HYDROXY-D-ISOVALINE